C(C)(C)(C)CN(C(O)=O)CC1=NN(C(C1)=O)CCC1=CC=CC=C1.OC=1C(=NC=C(C1)C1=CC(=NO1)C1=CC(=CC=C1)Br)C(=O)NCC(=O)O 3-Hydroxy-5-(3-m-bromophenylisoxazol-5-yl)picolinoyl-glycine tert-Butyl-{[5-oxo-1-(2-phenylethyl)-4,5-dihydro-1H-pyrazol-3-yl]methyl}methylcarbamate